OOC1C(C(=O)[O-])(C=CC(=C1)O)C hydroxy-1-methyl-4-hydroxy-salicylate